CC(C(=O)N)(C)NC(=O)C=1N(N=C2C=CC(=CC12)OCC1=CN=C(S1)C)C 2-methyl-2-({2-methyl-5-[(2-methyl-1,3-thiazol-5-yl)methoxy]-2H-indazol-3-yl}formamido)propanamide